NC1=C(C=C(C=N1)C=1C=C2N(N1)CCC21CN(CC1)C(C(C)(C)C1=NC=C(C=C1)F)=O)C(F)(F)F 1-{2'-[6-amino-5-(trifluoromethyl)pyridin-3-yl]-5',6'-dihydrospiro[pyrrolidine-3,4'-pyrrolo[1,2-b]pyrazol]-1-yl}-2-(5-fluoropyridin-2-yl)-2-methylpropan-1-one